(bromomethyl)-3-(tert-butyl)-1-phenyl-1H-pyrazole BrCC=1C(=NN(C1)C1=CC=CC=C1)C(C)(C)C